(R,4E,6E)-2-Methylocta-4,6-dien-1-ol C[C@@H](CO)C\C=C\C=C\C